(R)-4-(3-(1-(but-2-ynoyl)piperidin-3-yl)imidazo[1,5-a]pyrazin-1-yl)-N-(pyridin-2-yl)benzamide C(C#CC)(=O)N1C[C@@H](CCC1)C1=NC(=C2N1C=CN=C2)C2=CC=C(C(=O)NC1=NC=CC=C1)C=C2